(S,E)-2-cyclopentyl-4-methyl-N-(4-(methylsulfonyl)but-3-en-2-yl)-6-phenoxypyrimidine-5-carboxamide C1(CCCC1)C1=NC(=C(C(=N1)C)C(=O)N[C@@H](C)\C=C\S(=O)(=O)C)OC1=CC=CC=C1